O-(3-methyl-3-((tetrahydro-2H-pyran-2-yl)oxy)butyl)-N-(pent-4-enoyl)-L-serine CC(CCOC[C@H](NC(CCC=C)=O)C(=O)O)(C)OC1OCCCC1